1-(2-bromo-4-(trifluoromethoxy)phenyl)selenourea BrC1=C(C=CC(=C1)OC(F)(F)F)NC(=[Se])N